N-(5-chloro-4-(5,5-dimethyl-5,6-dihydro-4H-pyrrolo[1,2-b]pyrazol-3-yl)pyridin-2-yl)-2-(6-methoxypyridin-3-yl)acetamide ClC=1C(=CC(=NC1)NC(CC=1C=NC(=CC1)OC)=O)C1=C2N(N=C1)CC(C2)(C)C